(4-amino-1,3-dihydrofuro[3,4-c][1,7]naphthyridin-8-yl)-[(3S)-3-[2-(trifluoromethyl)pyrimidin-5-yl]morpholin-4-yl]methanone NC1=NC=2C=NC(=CC2C2=C1COC2)C(=O)N2[C@H](COCC2)C=2C=NC(=NC2)C(F)(F)F